2-(((2-(4'-Fluoro-2'-(4-methyl-4H-1,2,4-triazol-3-yl)-[1,1'-biphenyl]-3-yl)-7-(trifluoromethyl)benzo[d]oxazol-5-yl)methyl)amino)-N,N-dimethylacetamide FC1=CC(=C(C=C1)C1=CC(=CC=C1)C=1OC2=C(N1)C=C(C=C2C(F)(F)F)CNCC(=O)N(C)C)C2=NN=CN2C